ClC1=NC=C(C(=C1)NCC1CCN(CC1)C(=O)OC(C)(C)C)C=O tert-Butyl 4-[[(2-chloro-5-formyl-4-pyridyl)amino]methyl]piperidine-1-carboxylate